ClC1=C(C(=CC(=C1)N1C[C@](CCC1)(CCC1=CC(=CC=C1)C(F)(F)F)N(C)C)C)S(=O)(=O)NC1=NC=NC=C1 (R)-2-chloro-4-(3-(dimethylamino)-3-(3-(trifluoromethyl)-phenethyl)piperidin-1-yl)-6-methyl-N-(pyrimidin-4-yl)benzenesulfonamide